(benzofuran-2-ylmethyl)-5-chloro-3-isopropylpyrazolo[1,5-a]pyrimidin-7-amine O1C(=CC2=C1C=CC=C2)CC2=NN1C(N=C(C=C1N)Cl)=C2C(C)C